2,2-bis(cyclohexylmethyl)1,3-dimethoxypropane C1(CCCCC1)CC(COC)(COC)CC1CCCCC1